NC=1C(=NC(=C(N1)C1=CC=C(C=C1)F)C=1C=CC=2N(C1)C(=CN2)C)C(=O)NCC2(CC2)N(C)C 3-amino-N-[[1-(dimethylamino)cyclopropyl]methyl]-5-(4-fluorophenyl)-6-[3-methylimidazo[1,2-a]pyridin-6-yl]pyrazine-2-carboxamide